CC(C)C=1SC(=CC1NC(NS(N([C@@H]1CN(CCC1)C)C=1C=NN(C1)C1CC1)(=O)=O)=O)C(C)C 3-[2,5-Bis(propan-2-yl)thiophen-3-yl]-1-[(1-cyclopropyl-1H-pyrazol-4-yl)[(3S)-1-methylpiperidin-3-yl]sulfamoyl]urea